4,4,5,5-tetramethyl-2-(3-(9-phenyldibenzo[b,d]furan-2-yl)phenyl)-1,3,2-dioxaborolane CC1(OB(OC1(C)C)C1=CC(=CC=C1)C1=CC2=C(OC3=C2C(=CC=C3)C3=CC=CC=C3)C=C1)C